5-chloro-N-[4-(difluoromethoxy)phenyl]-2-(2-ethyl-1H-benzimidazol-1-yl)pyrimidine ClC=1C=NC(N(C1)C1=CC=C(C=C1)OC(F)F)N1C(=NC2=C1C=CC=C2)CC